CC(C)(C)C1=C(C=CC(=C1)C(C)(C)C)OP(OC1=C(C=C(C=C1)C(C)(C)C)C(C)(C)C)OC1=C(C=C(C=C1)C(C)(C)C)C(C)(C)C tris[2,4-bis(1,1-dimethylethyl)-phenyl]-phosphite